COC1=C(NCC#CC=2C=C(C3=C(N(C=N3)CC(F)(F)F)C2)C(=O)NC23CC(C2)(C3)C(NC)=O)C=CC(=C1)S(=O)(=O)C 6-[3-(2-methoxy-4-methylsulfonyl-anilino)prop-1-ynyl]-N-[3-(methylcarbamoyl)-1-bicyclo[1.1.1]pentanyl]-1-(2,2,2-trifluoroethyl)benzimidazole-4-carboxamide